NC1=NN(C=C1)C 3-amino-1-methyl-pyrazole